2-(bis(3-(difluoromethyl)-4-fluorophenyl)methyl)-4-iodo-5-methyl-1-((2-(trimethylsilyl)ethoxy)methyl)-1H-imidazole FC(C=1C=C(C=CC1F)C(C=1N(C(=C(N1)I)C)COCC[Si](C)(C)C)C1=CC(=C(C=C1)F)C(F)F)F